C(CCCCCCCCCCCCCCCCCCCC)OC(CCCCCCCCCCCCCCCCCC)=O nonadecanoic acid heneicosanyl ester